FC=1C=C(OC(C(=O)O)C)C=CC1F 2-(3,4-difluorophenoxy)propionic acid